ClC1=C(C(=O)N[C@@H](C(N[C@@H](CCCC2=CC=CC=C2)B2OC(C(O2)(C)C)(C)C)=O)COC)C=CC=C1 2-chloro-N-((R)-3-methoxy-1-oxo-1-(((R)-4-phenyl-1-(4,4,5,5-tetramethyl-1,3,2-dioxaborolan-2-yl)butyl)amino)propan-2-yl)benzamide